1-(2-chloro-5-((1-methyl-3-(trifluoromethyl)-1H-pyrazol-4-yl)ethynyl)pyridin-4-yl)piperidin-4-ol ClC1=NC=C(C(=C1)N1CCC(CC1)O)C#CC=1C(=NN(C1)C)C(F)(F)F